2-[2-oxo-3-(4-pyrazolo[1,5-a]pyridin-3-ylphenyl)benzimidazol-1-yl]-N-(2,2,2-trifluoroethyl)acetamide O=C1N(C2=C(N1CC(=O)NCC(F)(F)F)C=CC=C2)C2=CC=C(C=C2)C=2C=NN1C2C=CC=C1